butyl N-[(2S)-pyrrolidin-2-ylmethyl]carbamate N1[C@@H](CCC1)CNC(OCCCC)=O